C(C)(C)[SiH](O[Si](C)(C)O[SiH](C)C)O[SiH](C)C isopropyl-(dimethylsilyloxy)[(dimethylsiloxy)dimethylsiloxy]silane